4-(4-bromobenzyl)-1-methyl-3,4-dihydroquinolin-2(1H)-one BrC1=CC=C(CC2CC(N(C3=CC=CC=C23)C)=O)C=C1